3-[(2-methoxyethyl)amino]propanesulfonic acid COCCNCCCS(=O)(=O)O